C(C)(=O)C1=CN(C2=CC(=CC=C12)Br)CC(=O)O 2-(3-acetyl-6-bromo-1H-indol-1-yl)acetic acid